C1(CC1)CN1C(=NC2=C1C=CC=C2)C2CCN(CC2)C(=O)C=2C=C1C(=NC2)C(=NN1C)C1=CC(=CC=C1)F (4-(1-(cyclopropylmethyl)-1H-benzo[d]imidazol-2-yl)piperidin-1-yl)(3-(3-fluorophenyl)-1-methyl-1H-pyrazolo[4,3-b]pyridin-6-yl)methanone